N-(chloro(indol-4-oxy)phosphinyl)-L-alanine methyl ester COC([C@@H](NP(=O)(OC=1C=2C=CNC2C=CC1)Cl)C)=O